3-mercapto-hexyl butyrate C(CCC)(=O)OCCC(CCC)S